9,9',9'',9'''-(4-(4,6-diphenylpyrimidin-2-yl)pyridine-2,3,5,6-tetrayl)tetrakis(9H-carbazole) C1(=CC=CC=C1)C1=NC(=NC(=C1)C1=CC=CC=C1)C1=C(C(=NC(=C1N1C2=CC=CC=C2C=2C=CC=CC12)N1C2=CC=CC=C2C=2C=CC=CC12)N1C2=CC=CC=C2C=2C=CC=CC12)N1C2=CC=CC=C2C=2C=CC=CC12